BrC1=CC=C(C=C1)S(=O)(=O)CCN1CCC(CC1)N(CC)CC 1-(2-((4-Bromophenyl)sulfonyl)ethyl)-N,N-diethylpiperidin-4-amine